Di(4-chlorophenyl) diselenide ClC1=CC=C(C=C1)[Se][Se]C1=CC=C(C=C1)Cl